tert-Butyl 2-((((9H-fluoren-9-yl)methoxy) carbonyl)(methyl)amino)-4-(3-(allyloxy) phenyl)butanoate C1=CC=CC=2C3=CC=CC=C3C(C12)COC(=O)N(C(C(=O)OC(C)(C)C)CCC1=CC(=CC=C1)OCC=C)C